2-{3-[(2R)-azetidin-2-ylmethoxy]pyridin-4-yl}-3-(1-benzofuran-7-ylamino)-1H,5H,6H,7H-pyrrolo[3,2-c]pyridin-4-one N1[C@H](CC1)COC=1C=NC=CC1C1=C(C=2C(NCCC2N1)=O)NC1=CC=CC=2C=COC21